3-methylisothiazole-5-sulfonamide CC1=NSC(=C1)S(=O)(=O)N